3-(2-hydroxy-prop-2-yl)-6'-methyl-[1,3'-bipyridine]-2-one OC(C)(C)C=1C(N(C=CC1)C=1C=NC(=CC1)C)=O